tert-butyl 2-(4-cyano-3-fluoro-5-methoxybenzyl)-2,4,6,7-tetrahydro-5H-pyrazolo[4,3-c]pyridine-5-carboxylate C(#N)C1=C(C=C(CN2N=C3C(CN(CC3)C(=O)OC(C)(C)C)=C2)C=C1OC)F